[N+](=O)([O-])C1=CC=C(C=C1)C(C(=O)O)CCCCCC.[N+](=O)([O-])C1=CC=C(C=C1)OC(CCCCCCC)=O p-Nitrophenylcaprylate (4-nitrophenyl octanoate)